6-((5-((S)-5-amino-5,7-dihydrospiro[cyclopenta[b]pyridine-6,4'-piperidin]-1'-yl)pyrazine-2-yl)thio)-5-chloro-3-(2-methoxypropyl)quinazolin-4(3H)-one N[C@@H]1C=2C(=NC=CC2)CC12CCN(CC2)C=2N=CC(=NC2)SC=2C(=C1C(N(C=NC1=CC2)CC(C)OC)=O)Cl